[N].C(C)(C)(C)[Si](OC=1C=C2CCCC(C2=CC1)=O)(C)C 6-[tert-butyl-(dimethyl)silyl]oxytetralin-1-one nitrogen